C(=O)C=1C(=NC(=NC1)SC)NCCOCCOCCNC(OC(C)(C)C)=O tert-Butyl N-[2-[2-[2-[(5-formyl-2-methylsulfanylpyrimidin-4-yl)amino]ethoxy]ethoxy]ethyl]carbamate